O1C2=C(OCC1)C=C(C=C2)C=2C=C1CC(C(C1=CC2)NC(O[C@@H]2CN1CCC2CC1)=O)(C)C (S)-quinuclidin-3-yl (5-(2,3-dihydrobenzo[b][1,4]dioxin-6-yl)-2,2-dimethyl-2,3-dihydro-1H-inden-1-yl)carbamate